1-[trans-4-cyanotetrahydropyran-3-yl]-3-[(2-hydroxy-4-methyl-1,2-benzoxaborinin-6-yl)amino]pyrazole-4-carboxamide C(#N)[C@H]1[C@@H](COCC1)N1N=C(C(=C1)C(=O)N)NC=1C=CC2=C(C(=CB(O2)O)C)C1